O=C1N(C(CC1)=O)OC(CCCCCCCCCCCCCCCCCCCCC(=O)O)=O 22-((2,5-dioxopyrrolidin-1-yl)oxy)-22-oxo-docosanoic acid